[Si](C)(C)(C(C)(C)C)OC[C@@H](C1=CC=CC=C1)N1N=C(C=C1C(=O)OC)C(NC)=O methyl (R)-1-(2-((tert-butyldimethylsilyl)oxy)-1-phenylethyl)-3-(methylcarbamoyl)-1H-pyrazole-5-carboxylate